4-(5,6-Dimethoxybenzo{b}Thiophen-2-yl)-4-Oxobutanoic Acid COC1=CC2=C(SC(=C2)C(CCC(=O)O)=O)C=C1OC